3-(5-(3-(3-(trifluoromethyl)piperidine-1-carbonyl)pyrazolo[1,5-a]pyridin-7-yl)pyridin-2-yl)oxazolidin-2-one FC(C1CN(CCC1)C(=O)C=1C=NN2C1C=CC=C2C=2C=CC(=NC2)N2C(OCC2)=O)(F)F